Methyl 4-(trifluoromethanesulfonyloxy)benzoate FC(S(=O)(=O)OC1=CC=C(C(=O)OC)C=C1)(F)F